5-CHLOROFURAN-2-CARBOXYLIC ACID ClC1=CC=C(O1)C(=O)O